tert-butyl 6-(4-(2,4-dioxotetrahydropyrimidin-1(2H)-yl)-3-fluorophenyl)-2,6-diazaspiro[3.3]heptane-2-carboxylate O=C1N(CCC(N1)=O)C1=C(C=C(C=C1)N1CC2(CN(C2)C(=O)OC(C)(C)C)C1)F